methyl gulonate O=C([C@H](O)[C@H](O)[C@@H](O)[C@H](O)CO)OC